propyl[{4-[2-(diethyl amino)-2-oxoethoxy]-3-methoxyphenyl}acetate] C(CC)OC(CC1=CC(=C(C=C1)OCC(=O)N(CC)CC)OC)=O